CC(C(O)O)CC 2-methylbutane-1,1-diol